C1(=CC=C(C=C1)S(=O)(=O)N1CCN(CC1)C(C)C1=CC=C(C=C1)C(F)(F)F)C 1-(p-tolylsulfonyl)-4-[1-[4-(trifluoromethyl)phenyl]ethyl]piperazine